OC(C)C=1C(=NC(=CC1)N1C=NC2=C1C=C(C=C2)OC2CCN(CC2)C2COC2)N2N=C(C=C2C)C#N 1-[3-(1-hydroxyethyl)-6-[6-[[1-(oxetan-3-yl)-4-piperidyl]oxy]benzimidazol-1-yl]-2-pyridyl]-5-methyl-pyrazole-3-carbonitrile